FC1=C(C(N(C=C1)C=1C=NC=CC1)=O)C#N fluoro-2-oxo-2H-[1,3'-bipyridine]-3-carbonitrile